O=C1NC(CCC1N1C(C2=CC=CC(=C2C1=O)N1CCC(CC1)OC1CCC(CC1)NC(OC(C)(C)C)=O)=O)=O tert-butyl ((1r,4r)-4-((1-(2-(2,6-dioxopiperidin-3-yl)-1,3-dioxoisoindolin-4-yl)piperidin-4-yl)oxy)cyclohexyl)carbamate